C(C)(CC)[Mg]C(C)CC di-secbutylmagnesium